trans-4-methoxycyclohexanamine CO[C@@H]1CC[C@H](CC1)N